propenyl-pyridazine C(=CC)C=1N=NC=CC1